[1,4]thiazinan S1CCNCC1